N-(2,6-xylyl)maleimide C1(=C(C=CC=C1C)C)N1C(C=CC1=O)=O